NC=1C(=NC(=C(C1)Cl)Cl)C(=O)OC methyl 3-amino-5,6-dichloropicolinate